n-hexadecyl-trimethyl-oxysilane C(CCCCCCCCCCCCCCC)[Si](OC)(OC)OC